N[C@H](C=1N=C2N(N=CC(=C2)[C@@H](COC)N2C[C@H]3C([C@H]3CNC2=O)(F)F)C1)C1CCC(CC1)(F)F |o1:16,18| (1S*,7R*)-3-((S)-1-(2-((S)-amino(4,4-difluorocyclohexyl)methyl)imidazo[1,2-b]pyridazin-7-yl)-2-methoxyethyl)-8,8-difluoro-3,5-diazabicyclo[5.1.0]octan-4-one